ClC1=C(/C=C/S(=NC#N)(=O)C2=C(C=CC=C2)OC)C=CC=C1 (E)-N-((2-chlorostyryl)(2-methoxyphenyl)(oxo)-λ6-sulfanylidene)cyanamide